2-(2,3,5,6-tetrafluoroanilino)-1,3,4-trifluoroanthraquinone FC1=C(NC2=C(C=3C(C4=CC=CC=C4C(C3C(=C2F)F)=O)=O)F)C(=C(C=C1F)F)F